O1N=CC(=C1)C1=NNC2=NC(=NC(=C21)NC2CCOCC2)NC2=C(C=C(C=C2)N2CCOCC2)OC 3-(Isoxazol-4-yl)-N6-(2-methoxy-4-morpholinophenyl)-N4-(tetrahydro-2H-pyran-4-yl)-1H-pyrazolo[3,4-d]pyrimidine-4,6-diamine